sodium (R)-((1,2,3,5,6,7-hexahydro-s-indacen-4-yl)carbamoyl)((6-(methylamino)-6,7-dihydro-5H-pyrazolo[5,1-b][1,3]oxazin-3-yl)sulfonyl)amide C1CCC2=C(C=3CCCC3C=C12)NC(=O)[N-]S(=O)(=O)C=1C=NN2C1OC[C@@H](C2)NC.[Na+]